2-(3-(methylsulfonyl)phenoxy)-N-(3-methylsulfonylphenyl)-5-(trifluoromethyl)pyridine-3-carboxamide CS(=O)(=O)C=1C=C(OC2=NC=C(C=C2C(=O)NC2=CC(=CC=C2)S(=O)(=O)C)C(F)(F)F)C=CC1